[P].C1=CC=CC2=CC=CC=C12 Naphthalene Phosphorus